2-(Chloromethyl)-1-((1-(fluoromethyl)cyclopropyl)methyl)-1H-benzo[d]imidazole-6-carboxylic acid ethyl ester C(C)OC(=O)C=1C=CC2=C(N(C(=N2)CCl)CC2(CC2)CF)C1